Cl.CNC/C=C/C=1C=C2C(=NC1)NC([C@]21CC=2C(=NC=C(C2)C(=O)OC)C1)=O Methyl (3S)-5-[(E)-3-(methylamino)prop-1-enyl]-2-oxo-spiro[1H-pyrrolo[2,3-b]pyridine-3,6'-5,7-dihydrocyclopenta[b]pyridine]-3'-carboxylate Hydrochloride